BrC1=C(C(=C(C=C1)F)[N+](=O)[O-])C 4-bromo-1-fluoro-3-methyl-2-nitrobenzene